2-(3-Chloropyridin-2-yl)-2H-1,2,3-triazol-4-amine ClC=1C(=NC=CC1)N1N=CC(=N1)N